2-(2-Pyridyl)ethyltrimethoxysilane N1=C(C=CC=C1)CC[Si](OC)(OC)OC